Imidazole sodium [Na].N1C=NC=C1